ClC1=C(N=NC=C1)C1(CC1)C(=O)O 1-(4-chloropyridazin-3-yl)cyclopropane-1-carboxylic acid